COC(=O)C1=CC=C2C(=NN(C2=C1)C1CC1)I 1-cyclopropyl-3-iodoindazole-6-carboxylic acid methyl ester